ClCCC(F)(F)F 1-chloro-3,3,3-trifluoropropane